Deca-3,5-diyn CCC#CC#CCCCC